N-[(5-phenyl-1H-imidazol-2-yl)methyl]-2-(piperidin-1-yl)-8-(propan-2-yl)pyrazolo[1,5-a][1,3,5]triazin C1(=CC=CC=C1)C1=CN=C(N1)CN1C=2N(C=NC1N1CCCCC1)N=CC2C(C)C